CC=1CC(CCC1C)C=O 3,4-dimethyl-3-cyclohexenecarbaldehyde